(6-(((3-(1-Cyclopropyl-1H-pyrazol-3-yl)-4-methoxy-5-nitrophenylmethyl)oxy)methyl)-4-fluoropyridin-2-yl)carbamic acid tert-butyl ester C(C)(C)(C)OC(NC1=NC(=CC(=C1)F)COCC1=CC(=C(C(=C1)[N+](=O)[O-])OC)C1=NN(C=C1)C1CC1)=O